C(C#C)NC(=O)C=1C=NN(C1)CC1=CC=C(C=C1)C1=NOC(=N1)C(F)(F)F N-prop-2-ynyl-1-[[4-[5-(trifluoromethyl)-1,2,4-oxadiazol-3-yl]phenyl]methyl]pyrazole-4-carboxamide